2-[4-(tert-butoxy)phenyl]-1,3-dioxolane-4-carbaldehyde C(C)(C)(C)OC1=CC=C(C=C1)C1OCC(O1)C=O